OC(C=O)CC=O 2-hydroxy-butanedial